C(CCC)S(=O)(=O)[O-].C(CCCCC)[P+](CCCCCCCCCCCCCC)(CCCCCC)CCCCCC trihexyltetradecylphosphonium butanesulfonate